O=C[C@H](O)[C@@H](O)[C@@H](O)[C@H](O)CO GALACTOSE